FC=1C(=C(N2N=C(N=CC21)N[C@H]2[C@@H](COCC2)O)C2(CCCC2)C(F)(F)F)C#N 5-fluoro-2-(((3s,4R)-3-hydroxytetrahydro-2H-pyran-4-yl)amino)-7-(1-(trifluoromethyl)cyclopentyl)pyrrolo[2,1-f][1,2,4]triazine-6-carbonitrile